NC1=NC2=C(N1C1=CC=C(C=C1)N1CCOCC1)C=C(C=C2)C=2C=C(C(=NC2)OC)S(=O)(=O)NC2=C(C=CC=C2)F 5-(2-amino-1-(4-(4-morpholinyl)phenyl)-1H-benzimidazol-6-yl)-N-(2-fluorophenyl)-2-methoxy-3-pyridinesulfonamide